C[C@@]1(OC1)[C@H]1[C@H]([C@@H]([C@@H](C(O1)CC(=O)O)CC(=O)O)CC(=O)O)CC(=O)O.C(C1CO1)OC1=CC2=CC=C(C=C2C=C1)OCC1CO1 2,6-diglycidyl-oxynaphthalene (3S,4R,5S,6R)-6-((S)-2-methyloxiran-2-yl)-tetrahydro-2H-pyran-2,3,4,5-tetrayl-Tetraacetate